N1CCC(CC1)NC(=O)C=1N=C(SC1)C=1C=NN(C1)C1=NC=CC=C1 N-(piperidin-4-yl)-2-[1-(pyridin-2-yl)-1H-pyrazol-4-yl]-1,3-thiazole-4-carboxamide